(5R,6S)-5-(4-(4-(dimethoxymethyl)piperidin-1-yl)-3-fluorophenyl)-6-phenyl-5,6,7,8-tetrahydronaphthalene-2-ol COC(C1CCN(CC1)C1=C(C=C(C=C1)[C@@H]1C=2C=CC(=CC2CC[C@@H]1C1=CC=CC=C1)O)F)OC